BrCC1=C(C=CC=C1)B(O)O 2-(bromomethyl)-phenylboronic acid